5-(4-fluoro-2-methylphenyl)-4-hydroxy-2,6-dimethyl-N-[2,3,5-trifluoro-4-[(7-methoxy-1,5-naphthyridin-4-yl)oxy]phenyl]pyridine-3-carboxamide FC1=CC(=C(C=C1)C=1C(=C(C(=NC1C)C)C(=O)NC1=C(C(=C(C(=C1)F)OC1=CC=NC2=CC(=CN=C12)OC)F)F)O)C